BrC=1N(C2=C(C(=CC=C2C1SC1=CC=CC(=N1)C(=O)O)Cl)F)C=1C=NN(C1)CCC 6-((2-bromo-6-chloro-7-fluoro-1-(1-propyl-1H-pyrazol-4-yl)-1H-indol-3-yl)thio)picolinic acid